1-(6-(3-(4-acetylpiperazin-1-yl)-4-(5-chloro-1H-indazol-4-yl)-5-methyl-1H-pyrazol-1-yl)-1-methyl-2-azaspiro[3.3]Hept-2-yl)prop-2-en-1-one C(C)(=O)N1CCN(CC1)C1=NN(C(=C1C1=C2C=NNC2=CC=C1Cl)C)C1CC2(CN(C2C)C(C=C)=O)C1